FC1=CC=C(C=C1)N(C(=O)[C@H]1N(C(CC1)=O)C1=NC(=CC(=C1)C(F)(F)F)C)CC#CC=1C=CC(=NC1)C(=O)NC (S)-5-(3-(N-(4-fluorophenyl)-1-(6-methyl-4-(trifluoromethyl)pyridin-2-yl)-5-oxopyrrolidine-2-carboxamido)prop-1-yn-1-yl)-N-methylpicolinamide